3-[4,5-bis(p-tolyl)oxazol-2-yl]-N-methyl-propan-amide C1(=CC=C(C=C1)C=1N=C(OC1C1=CC=C(C=C1)C)CCC(=O)NC)C